[N+](=O)([O-])C=1C=CC=2C(=NOC2)C1 6-nitrobenzo[c]isoxazole